(rac)-((1s,3s)-3-Hydroxy-3-methylcyclobutyl)(6-(2-methyl-4-(trifluoromethyl)phenoxy)-2-azaspiro[3.4]octan-2-yl)methanon OC1(CC(C1)C(=O)N1CC2(C1)C[C@@H](CC2)OC2=C(C=C(C=C2)C(F)(F)F)C)C |r|